2-(benzyl(2-hydroxyethyl)amino)-1-(5-bromothiophen-2-yl)ethan-1-ol C(C1=CC=CC=C1)N(CC(O)C=1SC(=CC1)Br)CCO